CC1CC(OC1)=O 4-methyldihydro-2(3H)-furanone